NCCCNCCCN 1,5-diaminomethyl-3-azapentane